2-[(1s,4s,5r)-5-[5-cyclopropyl-3-(2,6-dichlorophenyl)-1,2-oxazole-4-carbonyloxy]-2-azabicyclo[2.2.1]heptan-2-yl]-4-methyl-1,3-benzothiazole-6-carboxylic acid C1(CC1)C1=C(C(=NO1)C1=C(C=CC=C1Cl)Cl)C(=O)O[C@H]1[C@@H]2CN([C@H](C1)C2)C=2SC1=C(N2)C(=CC(=C1)C(=O)O)C